C(C)(=O)OC[C@H](C(=O)Cl)C1CC1 (R)-3-acetoxy-2-cyclopropylpropanoic acid chloride